2-(5-(methylsulfonyl)-3-morpholinopyridinoyl)hydrazine-1-carboxylic acid tert-butyl ester C(C)(C)(C)OC(=O)NNC(=O)C1=NC=C(C=C1N1CCOCC1)S(=O)(=O)C